ClC1=CC(=CC(=N1)C1=CC(=NC(=C1)F)C(=O)NC)C(C(=O)NC)N(C(C=C)=O)C1CC1 6-chloro-4-(1-(N-cyclopropylacrylamido)-2-(methylamino)-2-oxoethyl)-6'-fluoro-N-methyl-[2,4'-bipyridine]-2'-carboxamide